5-(dimethylamino)-N-((7-fluoro-5-(pyridin-4-yl)-2,3-dihydro-1H-inden-4-yl)carbamoyl)pyridazine-3-sulfonamide CN(C=1C=C(N=NC1)S(=O)(=O)NC(NC1=C2CCCC2=C(C=C1C1=CC=NC=C1)F)=O)C